(S)-N-((S)-(5-fluoro-6-(trifluoromethyl)pyridin-2-yl)(6-(trifluoromethoxy)pyridin-3-yl)methyl)-2-oxoimidazolidine-4-carboxamide FC=1C=CC(=NC1C(F)(F)F)[C@@H](NC(=O)[C@H]1NC(NC1)=O)C=1C=NC(=CC1)OC(F)(F)F